(2R,4R)-tert-butyl 2-(5-(3-cyclopropyl-1-(2-oxopyridin-1(2H)-yl) propyl)-2-fluorophenylcarbamoyl)-4-methoxypyrrolidine-1-carboxylate C1(CC1)CCC(N1C(C=CC=C1)=O)C=1C=CC(=C(C1)NC(=O)[C@@H]1N(C[C@@H](C1)OC)C(=O)OC(C)(C)C)F